1,1-dimethyl-5-nitro-2,3-dihydro-1H-isoindole CC1(NCC2=CC(=CC=C12)[N+](=O)[O-])C